(R)-3-hydroxy-3-(5-methyl-2-thienyl)-propanal O[C@H](CC=O)C=1SC(=CC1)C